O=C1NC(CCC1N1C(C2=CC=C(C=C2C1=O)N1CC(C1)N(C(OC(C)(C)C)=O)C)=O)=O tert-butyl N-[1-[2-(2,6-dioxo-3-piperidyl)-1,3-dioxo-isoindolin-5-yl]azetidin-3-yl]-N-methyl-carbamate